[N+](=O)([O-])C=1C=CC=2N(C3=CC=CC=C3C2C1)C1CCCCC1 3-nitro-9-cyclohexyl-carbazole